NC1=NC=NC=2N(C3=C(C=C(C=C3C21)C(F)(F)F)C)CC(=O)N2[C@@H](C[C@H](C2)F)C(=O)NC2=NC(=CN=C2)Cl (2S,4R)-1-(2-(4-amino-8-methyl-6-(trifluoromethyl)-9H-pyrimido[4,5-b]indol-9-yl)acetyl)-N-(6-chloropyrazin-2-yl)-4-fluoropyrrolidine-2-carboxamide